6-(2,6-difluoro-4-(7-(methoxy-d3)-1-(methyl-d3)-1H-indazol-4-yl)benzyl)-6,7-dihydro-5H-pyrrolo[3,4-b]pyridin-5-one-7,7-d2 FC1=C(CN2C(C3=NC=CC=C3C2=O)([2H])[2H])C(=CC(=C1)C1=C2C=NN(C2=C(C=C1)OC([2H])([2H])[2H])C([2H])([2H])[2H])F